ClC=1C=NC=2N(C1)N=CC2C(=O)OCC 1-Ethyl 6-chloropyrazolo[1,5-a]pyrimidine-3-carboxylate